(E)-4-(N-benzyl-2-phenyl-4-anilinopyrimidine-5-carboxamido)-2-butene carbonate C(O)(O)=O.C(C1=CC=CC=C1)N(C(=O)C=1C(=NC(=NC1)C1=CC=CC=C1)NC1=CC=CC=C1)C/C=C/C